C1=NC=CC=2N(C=3C=CC=CC3C21)CCCN2CCC(CC2)CCN2CCN(CC2)C=2C=C1C(N(C(C1=CC2)=O)C2C(NC(CC2)=O)=O)=O 5-(4-(2-(1-(3-(5H-pyrido[4,3-b]indol-5-yl)propyl)piperidin-4-yl)ethyl)piperazin-1-yl)-2-(2,6-dioxopiperidin-3-yl)isoindoline-1,3-dione